2-amino-3-butylbutanedioic acid NC(C(=O)O)C(C(=O)O)CCCC